N-BUTYL-2-(4-FORMYLPIPERIDIN-1-YL)ACETAMIDE C(CCC)NC(CN1CCC(CC1)C=O)=O